6-chloro-4-(4,4-dimethyl-5-(methylsulfonyl)hexahydropyrrolo[3,4-c]pyrrol-2(1H)-yl)-1H-indazole ClC1=CC(=C2C=NNC2=C1)N1CC2CN(C(C2C1)(C)C)S(=O)(=O)C